OC(C)C=1C=C2C=C(C(NC2=CN1)=O)C#N 6-(1-hydroxyethyl)-2-oxo-1,2-dihydro-1,7-naphthyridin-3-carbonitrile